COC1=C(C=CC=C1)[N+]#[C-] 2-METHOXYPHENYL ISOCYANIDE